4,4'-bis-(2-morpholino-4-anilino-s-triazin-6-ylamino)stilbenedisulfonate O1CCN(CC1)C1=NC(=NC(=N1)NC1=CC=CC=C1)NC1=C(C(=C(C=C1)C=CC1=CC=C(C=C1)NC1=NC(=NC(=N1)N1CCOCC1)NC1=CC=CC=C1)S(=O)(=O)[O-])S(=O)(=O)[O-]